O1[C@H](CCCC1)CN1C(NC2=NC=C(C=C21)C2=CC(=CC=C2)C(F)(F)F)=O |r| (R/S)-1-(TETRAHYDROPYRAN-2-ylmethyl)-6-[3-(trifluoromethyl)phenyl]-3H-imidazo[4,5-b]pyridin-2-one